FC(F)(F)OCC(F)F 2,2-difluoroethyl trifluoromethyl ether